7-(3,4-difluorophenyl)-1-(3-hydroxypropyl)-3-methyl-8-(1,4,4-trifluorocyclohexyl)-3,7-dihydro-1H-purine-2,6-dione FC=1C=C(C=CC1F)N1C(=NC=2N(C(N(C(C12)=O)CCCO)=O)C)C1(CCC(CC1)(F)F)F